7-Ethyl-1',2,2-trimethyl-2,3-dihydro-1H-spiro[pyrazolo[1,2-a]indazole-9,3'-pyrrolidine]-1,2',5'-trione C(C)C1=CC2=C(C=C1)N1N(C(C(C1)(C)C)=O)C21C(N(C(C1)=O)C)=O